O1COC2=C1C=CC(=C2)C=2OC(=NN2)SCC2=CC(=CC=C2)I 2-(benzo[D][1,3]dioxol-5-yl)-5-((3-iodobenzyl)thio)-1,3,4-oxadiazole